N-[9-[(2R,6S)-6-[[bis(4-methoxyphenyl)-phenyl-methoxy]methyl]-4-isopropyl-6-(triisopropylsilyloxymethyl)morpholin-2-yl]-6-oxo-1H-purin-2-yl]-2-methyl-propionamide COC1=CC=C(C=C1)C(OC[C@]1(O[C@H](CN(C1)C(C)C)N1C=2N=C(NC(C2N=C1)=O)NC(C(C)C)=O)CO[Si](C(C)C)(C(C)C)C(C)C)(C1=CC=CC=C1)C1=CC=C(C=C1)OC